Cl.COC(=O)C1CC2=CC=C(C(=C2C1)Br)OCCN 5-(2-aminoethoxy)-4-bromo-indane-2-carboxylic acid methyl ester hydrochloride